titanium phosphorus iron [Fe].[P].[Ti]